C(C(C)=C)OCC(C(=O)OC1CCC(CC1)C(C)(C)C)=C 4-t-butylcyclohexyl α-methallyloxymethylacrylate